ClC=1C=CC(=C(C1)CC#N)C 2-(5-chloro-2-methyl-phenyl)acetonitrile